6-(4,5-Dimethylthiazol-2-yl)-8-methoxy-N-((6-methylpyridazin-3-yl)methyl)quinazolin-4-amine CC=1N=C(SC1C)C=1C=C2C(=NC=NC2=C(C1)OC)NCC=1N=NC(=CC1)C